ClC1=C(C=C(C=C1)F)C1C=2N(CC(N1)=O)C(=NC2NC(C2=CC(=CC(=C2)C(F)(F)F)F)=O)C(=O)OCC ethyl 8-(2-chloro-5-fluorophenyl)-1-(3-fluoro-5-(trifluoromethyl)benzamido)-6-oxo-5,6,7,8-tetrahydroimidazo[1,5-a]pyrazine-3-carboxylate